2-bromo-3,4,5-trifluoro-6-nitro-aniline BrC1=C(N)C(=C(C(=C1F)F)F)[N+](=O)[O-]